ClCC1=CC=C(CN2CCN(CC2)C(=O)OC(C)(C)C)C=C1 tert-butyl 4-(4-(chloromethyl)benzyl)piperazine-1-carboxylate